7-(2,6-dimethyl-4-prop-1-ynyl-phenyl)-8-hydroxy-2-azaspiro[3.5]non-7-en-6-one CC1=C(C(=CC(=C1)C#CC)C)C=1C(CC2(CNC2)CC1O)=O